C(=O)OC1=CC=CCC1 cyclohexadienyl formate